C(CCC(=O)C)(=O)[O-].[Br+] bromine compound with levulinate